BrC1=CN=C2N1C=CN=C2NC=2C=NN(C2)CCOC 3-bromo-N-(1-(2-methoxyethyl)-1H-pyrazol-4-yl)imidazo[1,2-a]pyrazin-8-amine